2-bromo-1-isopropyl-3-methyl-benzene BrC1=C(C=CC=C1C)C(C)C